4-methoxybicyclo[2.2.2]Octane-1-carboxylic acid methyl ester COC(=O)C12CCC(CC1)(CC2)OC